2-[4-(4-chlorophenyl)-5-[2-(trifluoromethyl)pyridin-4-yl]-1H-imidazol-1-yl]Acetic acid ClC1=CC=C(C=C1)C=1N=CN(C1C1=CC(=NC=C1)C(F)(F)F)CC(=O)O